C(C)N1N=C(C=CC1=O)N1C(C2(CC1)CCN(CC2)C(=O)OC(C)(C)C)=O tert-butyl 2-(1-ethyl-6-oxo-1,6-dihydropyridazin-3-yl)-1-oxo-2,8-diazaspiro[4.5]decane-8-carboxylate